C(=O)(O)C[NH2+]CC[C@@H](NC(=O)C=1SC2=NC=3CC[C@@H](CC3C=C2N1)C(C)(C)C)C1=CC(=CC=C1)C(NC1CN(C1)C)=O carboxymethyl-[(3R)-3-[3-[(1-methylazetidin-3-yl)carbamoyl]phenyl]-3-[[(7S)-7-tert-butyl-5,6,7,8-tetrahydrothiazolo[5,4-b]quinoline-2-carbonyl]amino]propyl]ammonium